N1=C(C=CC=C1)C(CCC)=O 1-(2-pyridyl)-1-butanone